FC1(CN(CCC1)C)C(=O)O 3-Fluoro-1-methyl-piperidine-3-carboxylic acid